tert-butyl 1-(2-(4-(tert-butoxycarbonyl)-2-oxopiperazin-1-yl)ethyl)-6-chloro-3-(3-((6-fluoronaphthalen-1-yl)oxy)propyl)-7-(1,3,5-trimethyl-1H-pyrazol-4-yl)-1H-indole-2-carboxylate C(C)(C)(C)OC(=O)N1CC(N(CC1)CCN1C(=C(C2=CC=C(C(=C12)C=1C(=NN(C1C)C)C)Cl)CCCOC1=CC=CC2=CC(=CC=C12)F)C(=O)OC(C)(C)C)=O